(S)-5-((2-chlorobenzyl)oxy)-2-(6-fluorobenzo[d]oxazol-2-yl)-6-methoxy-1,2,3,4-tetrahydroisoquinoline-3-carboxylic acid ClC1=C(COC2=C3C[C@H](N(CC3=CC=C2OC)C=2OC3=C(N2)C=CC(=C3)F)C(=O)O)C=CC=C1